3,7-dimethyl-1,3,6-octatrien CC(C=C)=CCC=C(C)C